FC(C)(F)C=1C=CC=2N(N1)C(=CN2)C2=NC=NC(=C2)SC 6-(1,1-difluoroethyl)-3-(6-(methylthio)pyrimidin-4-yl)imidazo[1,2-b]pyridazine